C(C)OC(NC1=C(C=C(C=C1)N(C)CC1=CC=C(C=C1)C(C)C)C(F)(F)F)=O {4-[(4-Isopropyl-benzyl)-(methyl)amino]-2-trifluoromethyl-phenyl}-carbamic acid ethyl ester